[K].[K].O.O bis(oxidane) dipotassium